CC=1C(=NC=C(C#N)C1)C 5,6-dimethylnicotinonitrile